O=C1NC(CCC1N1C(C2=CC=CC(=C2C1)SCCCCCCCCN1CCC(CC1)C1CCNC=2N1N=C(C2C(=O)N)C2=CC=C(C=C2)OC2=CC=CC=C2)=O)=O 7-(1-(8-((2-(2,6-dioxopiperidin-3-yl)-1-oxoisoindoline-4-yl)thio)octyl)piperidine-4-yl)-2-(4-phenoxyphenyl)-4,5,6,7-tetrahydropyrazolo[1,5-a]pyrimidine-3-carboxamide